9'-(benzyloxy)-8',10'-dioxo-3a',4',8',10'-tetrahydro-1'H,3'H-spiro[piperidine-4,2'-pyrido[2,1-f]pyrrolo[2,1-c][1,2,4]triazine]-1-carboxylic acid ethyl ester C(C)OC(=O)N1CCC2(CC3NN4C(C(N3C2)=O)=C(C(C=C4)=O)OCC4=CC=CC=C4)CC1